Methyl 2-((4-((3,4-dichlorophenyl) thio)-3-nitrophenyl) sulfonamido)-4-methoxybenzoate ClC=1C=C(C=CC1Cl)SC1=C(C=C(C=C1)S(=O)(=O)NC1=C(C(=O)OC)C=CC(=C1)OC)[N+](=O)[O-]